trans-4-((4-(2-Cyclopropyloxazol-4-yl) pyridine-2-yl)((trans-4-(5-methoxy-6-methylpyridin-2-yl)cyclohexyl)methyl) carbamoyl)cyclohexyl carbamate C(N)(O[C@@H]1CC[C@H](CC1)C(N(C[C@@H]1CC[C@H](CC1)C1=NC(=C(C=C1)OC)C)C1=NC=CC(=C1)C=1N=C(OC1)C1CC1)=O)=O